CC1(CN(CCN1)C(=O)OC(C)(C)C)C tertbutyl 3,3-dimethylpiperazine-1-carboxylate